C(C)(=O)C1=NC(=NC2=CC=C(C=C12)N1C[C@H](N([C@H](C1)C)C(=O)OC(C)(C)C)C)C1=CC2=CN(N=C2C(=C1OCOC)F)C tert-butyl (2R,6S)-4-{4-acetyl-2-[7-fluoro-6-(methoxymethoxy)-2-methylindazol-5-yl]quinazolin-6-yl}-2,6-dimethylpiperazine-1-carboxylate